CN1C2=C(OC[C@@H](C1=O)NC(C(=O)NCCCC1=CC=CC=C1)=O)C=CC=C2 (S)-N1-(5-methyl-4-oxo-2,3,4,5-tetrahydrobenzo[b][1,4]oxazepin-3-yl)-N2-(3-phenylpropyl)oxalamide